OC1=C(C=CC(=C1)C(F)(F)F)C1=C2C(=C(N=N1)NC[C@@H]1CC(NCC1)=O)C=NC=C2 (S)-4-(((1-(2-hydroxy-4-(trifluoromethyl)phenyl)pyrido[3,4-d]pyridazin-4-yl)amino)methyl)piperidin-2-one